C(C)(C)(C)OC(CN[C@H]1C[C@H](N(CC1)C(=O)N1CC2(CCCC2)[C@@H](CC1)CN1C=NC(=CC1=O)C1=CC=CC=C1)C1=C(C=CC(=C1)F)F)=O ((2S,4R)-2-(2,5-difluorophenyl)-1-((R)-10-((6-oxo-4-phenylpyrimidin-1(6H)-yl)methyl)-7-azaspiro[4.5]decane-7-carbonyl)piperidin-4-yl)glycine tert-butyl ester